C(C)C1=CC=C(C=C1)C=1NC(=NN1)SCC(CC1=CC=CC=C1)O 1-{[5-(4-ethylphenyl)-4H-1,2,4-triazol-3-yl]sulfanyl}-3-phenylpropan-2-ol